benzylbis(2-chloroethyl)ethylammonium bromide salt [Br-].C(C1=CC=CC=C1)[N+](CC)(CCCl)CCCl